ClC1=NC2=C(N1C)C=C(C(=C2)[N+](=O)[O-])C 2-chloro-1,6-dimethyl-5-nitro-1H-benzo[d]imidazole